tert-butyl (3-((5-bromo-1-(triisopropylsilyl)-1H-pyrrolo[2,3-b]pyridin-4-yl)(hydroxy)methyl) cyclobutyl)(propylsulfonyl)carbamate BrC=1C(=C2C(=NC1)N(C=C2)[Si](C(C)C)(C(C)C)C(C)C)C(C2CC(C2)N(C(OC(C)(C)C)=O)S(=O)(=O)CCC)O